BrC=1C=C2C=C(N=CC2=CC1F)NC(=O)C1CC1 N-(6-bromo-7-fluoroisoquinolin-3-yl)cyclopropanecarboxamide